BrC1=CC(=C2C(=NC=NC2=C1)NC=1C(=C2C=CC=NC2=CC1)F)O[C@H]1[C@@H](CC1)NC(OC(C)(C)C)=O |r| trans-rac-tert-butyl (2-((7-bromo-4-((5-fluoroquinolin-6-yl)amino)quinazolin-5-yl)oxy)cyclobutyl)carbamate